5'-O-(4,4'-Dimethoxytrityl)-2'-O-methoxyethyl-5-methyl-uridine COC1=CC=C(C(C2=CC=C(C=C2)OC)(C2=CC=CC=C2)OC[C@@H]2[C@H]([C@H]([C@@H](O2)N2C(=O)NC(=O)C(=C2)C)OCCOC)O)C=C1